C(C)(=O)N(N(C(=O)C1=CC=2C3=C(C(=NC2C=C1)N)C=NN3C)CC3=C(C=C(C=C3)C#N)OC(F)F)C N'-acetyl-4-amino-N-[[4-cyano-2-(difluoromethoxy)phenyl]methyl]-N',1-dimethyl-pyrazolo[4,3-c]quinoline-8-carbohydrazide